FC(C1=NN(C=C1NC(=O)C=1C=NN2C1N=C(C=C2)N2CCOCC2)C2CCN(CC2)CC2=NC=C(N=C2)N2C(NC(CC2)=O)=O)F N-(3-(difluoromethyl)-1-(1-((5-(2,4-dioxotetrahydropyrimidin-1(2H)-yl)pyrazin-2-yl)methyl)piperidin-4-yl)-1H-pyrazol-4-yl)-5-morpholinopyrazolo[1,5-a]pyrimidine-3-carboxamide